Vinylchlorid C(=C)Cl